O=S1(CCC(CC1)C(C)N[C@@H]1[C@H](CCCC1)CC=1C=C2CN(C(C2=CC1)=O)C1C(NC(CC1)=O)=O)=O 3-(5-(((1R,2S)-2-((1-(1,1-dioxidotetrahydro-2H-thiopyran-4-yl)ethyl)amino)cyclohexyl)methyl)-1-oxoisoindolin-2-yl)piperidine-2,6-dione